FC1=CC=C(C=C1)N1C=NC2=C1SC(=C2)C(=O)O 3-(4-fluorophenyl)-3H-thieno[2,3-d]imidazole-5-carboxylic acid